3-(5-(3-Hydroxyprop-1-yn-1-yl)-3-methyl-2-oxo-2,3-dihydro-1H-benzo[d]imidazol-1-yl)piperidine-2,6-dione OCC#CC1=CC2=C(N(C(N2C)=O)C2C(NC(CC2)=O)=O)C=C1